(2S,4S)-4-phenoxypyrrolidine-2-carboxylic acid ethyl ester hydrochloride Cl.C(C)OC(=O)[C@H]1NC[C@H](C1)OC1=CC=CC=C1